ClC1=C(C=C(C=C1)NC(=O)NC1=CC(=CC=C1)OC1=CC=C(C=C1)C#N)C(F)(F)F 1-(4-chloro-3-(trifluoromethyl)phenyl)-3-(3-(4-cyanophenoxy)phenyl)urea